4-chloro-6-(3-methylimidazo[1,5-a]pyridin-6-yl)pyrimidin-2-amine ClC1=NC(=NC(=C1)C=1C=CC=2N(C1)C(=NC2)C)N